[Cl-].C(CCCCCCCCCCCCCCC)(=O)C(C)(C)[NH3+] 2-palmitoyl-2-propylammonium chloride